6-(((4-ethylbenzyl)(methyl)amino)methyl)-N2-(p-tolyl)-1,3,5-triazine-2,4-diamine C(C)C1=CC=C(CN(C)CC2=NC(=NC(=N2)NC2=CC=C(C=C2)C)N)C=C1